(S)-4-(4-((4-((4-hydroxybutan-2-yl)oxy)-5-((1-methylpiperidin-4-yl)ethynyl)pyridin-2-yl)amino)pyrimidin-2-yl)-2-methyl-1,2-dihydro-3H-pyrazol-3-one OCC[C@H](C)OC1=CC(=NC=C1C#CC1CCN(CC1)C)NC1=NC(=NC=C1)C=1C(N(NC1)C)=O